3-(4-cyanophenyl)urea maleate C(\C=C/C(=O)O)(=O)O.C(#N)C1=CC=C(C=C1)NC(N)=O